3-((4-((2-Ethyl-4-phenylthiazol-5-yl)oxy)pyridin-2-yl)amino)benzoic acid C(C)C=1SC(=C(N1)C1=CC=CC=C1)OC1=CC(=NC=C1)NC=1C=C(C(=O)O)C=CC1